(1S,2S)-2-(3-chlorophenyl)-N-(3-((6-cyclopropylimidazo[1,2-a]pyridin-2-yl)methoxy)pyridin-2-yl)cyclopropane-1-carboxamide ClC=1C=C(C=CC1)[C@@H]1[C@H](C1)C(=O)NC1=NC=CC=C1OCC=1N=C2N(C=C(C=C2)C2CC2)C1